OC1=CC=C(OCCCCCCCC(=O)[O-])C=C1 8-(4-hydroxyphenoxy)octanoate